1H-1,2,3-triazole-4-carboxylic acid trifluoroacetate salt FC(C(=O)O)(F)F.N1N=NC(=C1)C(=O)O